C1(=CC=C(C=C1)/C=C/C1=CC=C(N(C2=CC=C(C=C2)C)C2=CC=C(C=C2)C)C=C1)C1=CC=C(C=C1)/C=C/C1=CC=C(N(C2=CC=C(C=C2)C)C2=CC=C(C=C2)C)C=C1 4,4'-((1E,1'E)-[1,1'-biphenyl]-4,4'-diylbis(ethene-2,1-diyl))bis(N,N-di-p-tolylaniline)